OC1=C(C=C(C=C1)O)C1=CC=CC=2C3=CC=CC=C3OP(C12)=O (2,5-dihydroxyphenyl)-9,10-dihydro-9-oxa-10-phosphaphenanthrene-10-oxide